3-fluoro-4-((2s,4s)-2-(morpholine-4-carbonyl)-6,9-dioxo-5-(4-(trifluoromethyl)benzyl)-5,8-diazaspiro[3.5]nonan-8-yl)benzonitrile FC=1C=C(C#N)C=CC1N1CC(N(C2(CC(C2)C(=O)N2CCOCC2)C1=O)CC1=CC=C(C=C1)C(F)(F)F)=O